C1(=CC=CC=2OC3=CC=CC=C3NC12)[Zn] Phenoxazinyl-zinc